10-(4-bromophenyl)-9,9-diphenyl-9,10-dihydroacridine BrC1=CC=C(C=C1)N1C=2C=CC=CC2C(C2=CC=CC=C12)(C1=CC=CC=C1)C1=CC=CC=C1